mono(2-methacryloyloxyethyl) phosphate P(=O)(OCCOC(C(=C)C)=O)([O-])[O-]